C1=CC=C2C=CC=C3CC=4C=CC=CC4C1=C23 benz[de]anthracene